4-chloro-2-methylsulfanyl-pyrimidine-5-carbaldehyde ClC1=NC(=NC=C1C=O)SC